ClC=1C=C2C(OCCC3=CC(=CC=C3C3=CC(=CC(NS(C(C1O)=C2)(=O)=O)=C3)C3CC3)F)=O 14-Chloro-21-cyclopropyl-5-fluoro-15-hydroxy-17,17-dioxo-10-oxa-17λ6-thia-18-azatetracyclo[17.3.1.112,16.02,7]tetracosa-1(22),2,4,6,12,14,16(24),19(23),20-nonaen-11-one